FC1=CC2=C(N(C(=N2)NC=2OC3=C(N2)C=CC(=C3)CN(CCO)C)C)C=C1 2-(((2-((5-fluoro-1-methyl-1H-benzo[d]imidazol-2-yl)amino)benzo[d]oxazol-6-yl)methyl)(methyl)amino)ethan-1-ol